N-methyl-N-(methyl-((S)-1-((R)-1-tritylazetidine-2-carbonyl)piperidin-3-yl)carbamoyl)-L-valine methyl ester COC([C@@H](N(C(N([C@@H]1CN(CCC1)C(=O)[C@@H]1N(CC1)C(C1=CC=CC=C1)(C1=CC=CC=C1)C1=CC=CC=C1)C)=O)C)C(C)C)=O